BrC1=C(C(=C(C(=C1F)C(F)(F)F)F)F)F 1-bromo-2,3,4,6-tetrafluoro-5-trifluoromethylbenzene